ethyl 2-methyl-8-[4-(trifluoromethoxy)phenyl]-2H,8H-pyrazolo[3,4-b]indole-5-carboxylate CN1N=C2N(C3=CC=C(C=C3C2=C1)C(=O)OCC)C1=CC=C(C=C1)OC(F)(F)F